5-({5-[4-(3-Aminopropoxy)-2-methoxypyridin-3-yl]-1H-pyrazol-3-yl}amino)pyrazine-2-carbonitrile NCCCOC1=C(C(=NC=C1)OC)C1=CC(=NN1)NC=1N=CC(=NC1)C#N